C(C)(C)(C)OC(=O)N(C(C(=O)O)COC1CCC1)C 2-[tert-butoxycarbonyl(methyl)amino]-3-(cyclobutoxy)propanoic acid